N-methoxy-N,2-dimethyl-5-(trifluoromethyl)-1,3-oxazole-4-carboxamide CON(C(=O)C=1N=C(OC1C(F)(F)F)C)C